2-((2R,6S)-4-(2-methoxyethyl)-2,6-dimethylpiperazin-1-yl)benzo[d]oxazole-6-Amine COCCN1C[C@H](N([C@H](C1)C)C=1OC2=C(N1)C=CC(=C2)N)C